ClC1=C(C(=O)P(C2=C(C=C(C=C2)OC)OC)(C(C2=C(C=CC=C2Cl)Cl)=O)=O)C(=CC=C1)Cl bis(2,6-dichlorobenzoyl)-2,4-dimethoxyphenyl-phosphine oxide